S-(ethylthiomethyl) dithiophosphate P(=S)(SCSCC)([O-])[O-]